O=C1CC=C(C=C)C=C1 4-oxo-styrene